N-[6-(difluoromethoxy)-1,3-benzothiazol-2-yl]bicyclo[3.3.1]nonane-3-carboxamide FC(OC1=CC2=C(N=C(S2)NC(=O)C2CC3CCCC(C2)C3)C=C1)F